NC=1C2=C(N=CN1)N(C(=C2C2=CC=C(C(=O)O)C=C2)C=2C(=NC(=NC2)C#C)C)C 4-(4-Amino-6-(2-ethynyl-4-methylpyrimidin-5-yl)-7-methyl-7H-pyrrolo[2,3-d]pyrimidin-5-yl)benzoic acid